1-(2,7-diazaspiro[3.5]nonan-7-yl)ethanone C1NCC12CCN(CC2)C(C)=O